[N+](#[C-])C=1C=C(C(=C(C1)OC)OC)OC 5-isocyano-1,2,3-trimethoxybenzene